iminoacetic anhydride N=CC(=O)OC(C=N)=O